2',3'-dihydro-1'h,5'h-spiro[oxetan-3,4'-pyrrolo[1,2-a][1,4]diazepin]-1'-one C1(C=2N(CC3(CN1)COC3)C=CC2)=O